C(C)OC(CCC#CC1=CC=2C(=NC=CC2S1)N([C@H]1CN(CCC1)C(=O)OC(C)(C)C)C(C1=C(C=C(C=C1)B1OC(C(O1)(C)C)(C)C)F)=O)=O tert-butyl (3R)-3-[[2-(5-ethoxy-5-oxo-pent-1-ynyl)thieno[3,2-c]pyridin-4-yl]-[2-fluoro-4-(4,4,5,5-tetramethyl-1,3,2-dioxaborolan-2-yl)benzoyl]amino]piperidine-1-carboxylate